5-(4-sulfamoylstyryl)-1H-1,2,3-triazole-4-carboxylic acid S(N)(=O)(=O)C1=CC=C(C=CC2=C(N=NN2)C(=O)O)C=C1